(E)-1-(3-(allyloxy)phenyl)-3-phenylprop-2-en-1-one C(C=C)OC=1C=C(C=CC1)C(\C=C\C1=CC=CC=C1)=O